N-((6-(1-(2,2-difluoroethyl)-4-(4-fluoro-phenyl)-1H-imidazol-5-yl)imidazo[1,2-b]pyridazin-3-yl)methyl)cyclopropane-carboxamide FC(CN1C=NC(=C1C=1C=CC=2N(N1)C(=CN2)CNC(=O)C2CC2)C2=CC=C(C=C2)F)F